ACETYLSPERMIDINE CC(=O)NCCCCNCCCN